C(C)N(P(OCC)(OCC)=O)CC O,O-diethyl N,N-diethylphosphoramidate